N-(2-hydroxy-2-methylpropyl)-2-(4-(((3aR,5R,6aS)-2-((S)-2-hydroxypropanoyl)-octahydrocyclopenta[c]pyrrol-5-yl)amino)-1H-pyrrolo[2,3-b]pyridin-5-yl)thiazole-5-carboxamide OC(CNC(=O)C1=CN=C(S1)C=1C(=C2C(=NC1)NC=C2)NC2C[C@@H]1[C@@H](CN(C1)C([C@H](C)O)=O)C2)(C)C